N-cyclopropyl-6-(4-(((2-fluorophenyl)amino)methyl)-2-(6-methylpyridin-2-yl)-1H-imidazol-1-yl)imidazo[1,2-a]pyridine-3-carboxamide C1(CC1)NC(=O)C1=CN=C2N1C=C(C=C2)N2C(=NC(=C2)CNC2=C(C=CC=C2)F)C2=NC(=CC=C2)C